NCCNCCC[Si](OCC)(OCC)CC N-(2-aminoethyl)-3-aminopropyl-ethyldiethoxysilane